3-methyl-2,5-dihydrothiophene-1,1-dioxide CC=1CS(CC1)(=O)=O